(S)-ethyl 3-methyl-2-(5-(3-(5-(pentan-3-ylcarbamoyl)oxazol-2-yl)phenyl)-1H-pyrazole-3-carboxamido)butanoate CC([C@@H](C(=O)OCC)NC(=O)C1=NNC(=C1)C1=CC(=CC=C1)C=1OC(=CN1)C(NC(CC)CC)=O)C